C1(CC1)C=1N=C2CC(CN(C2=CC1)C1=CC=C(C=C1)C(F)(F)F)CNC(C)=O N-((6-cyclopropyl-1-(4-(trifluoromethyl)phenyl)-1,2,3,4-tetrahydro-1,5-naphthyridin-3-yl)methyl)acetamide